Cl.Cl.FC1=C(C=CC(=C1F)C=1C=2N(C=C(N1)C=1C=NN(C1)C)N=CC2)CN (2,3-difluoro-4-(6-(1-methyl-1H-pyrazol-4-yl)pyrazolo[1,5-a]pyrazin-4-yl)phenyl)methylamine dihydrochloride